2,6,10-trimethyl-5,9-undecadienealdehyde CC(C=O)CCC=C(CCC=C(C)C)C